(1s,4s)-1-ethyl-4-((5-(8-fluoroimidazo[1,2-a]pyridin-6-yl)-7H-pyrrolo[2,3-d]pyrimidin-2-yl)amino)cyclohexan-1-ol C(C)C1(CCC(CC1)NC=1N=CC2=C(N1)NC=C2C=2C=C(C=1N(C2)C=CN1)F)O